5-(2-((1R,4R)-4-amino-1-(3-(cyclopentyloxy)-4-methoxyphenyl)cyclohexyl)ethynyl)-pyrimidin-2-amine NC1CCC(CC1)(C1=CC(=C(C=C1)OC)OC1CCCC1)C#CC=1C=NC(=NC1)N